[Cl-].CN1C2=C(C(CCC1)C[NH2+]C(C)C)C=CC=C2 N-((1-Methyl-2,3,4,5-tetrahydro-1H-benzo[b]azepin-5-yl)methyl)propan-2-aminium chloride